Cl.C(CCC)N butan-1-amine hydrochloride